N1(CCCCCC1)C=1N=C(C2=C(C=NNC2=O)N1)NC1=CC=C(C=C1)C1CCC(CC1)CC(=O)O 2-((1S,4S)-4-(4-((2-(azepan-1-yl)-5-oxo-5,6-dihydropyrimido[4,5-d]pyridazin-4-yl)amino)phenyl)cyclohexyl)acetic acid